4-chloro-2-fluoro-3-methoxyphenylboric acid ClC1=C(C(=C(C=C1)OB(O)O)F)OC